5-(2-acetyl-7-{[(3R)-3-methyl-3,4-dihydroisoquinolin-2(1H)-yl]carbonyl}-1,2,3,4-tetrahydroisoquinolin-6-yl)-1,2-dimethyl-N,N-diphenyl-1H-pyrrole-3-carboxamide C(C)(=O)N1CC2=CC(=C(C=C2CC1)C1=CC(=C(N1C)C)C(=O)N(C1=CC=CC=C1)C1=CC=CC=C1)C(=O)N1CC2=CC=CC=C2C[C@H]1C